3-(((5-amino-1,3-dimethyl-1H-pyrazol-4-yl)oxy)methyl)-4-methylpyrrolidine-1-carboxylate NC1=C(C(=NN1C)C)OCC1CN(CC1C)C(=O)[O-]